[4-[5-[2-[[(3S,5S)-5-Fluoro-3-piperidyl]amino]pyrimidin-4-yl]-2-methyl-thiazol-4-yl]oxy-1-naphthyl]urea F[C@H]1C[C@@H](CNC1)NC1=NC=CC(=N1)C1=C(N=C(S1)C)OC1=CC=C(C2=CC=CC=C12)NC(=O)N